BrC=1C2=C(C(NC1)=O)N(C=C2)COCC[Si](C)(C)C 4-bromo-1-{[2-(trimethylsilyl)ethoxy]methyl}-1,6-dihydro-7H-pyrrolo[2,3-c]pyridin-7-one